Cl.NC1=NNC=C1C1=NN=C(N1N)N 3-amino-4-(4,5-diamino-1,2,4-triazol-3-yl)pyrazole hydrochloride